Methyl 2-(2-(2-(4-(2-(2-methoxyethoxy)acetamido)piperidin-1-yl)thiazole-4-carboxamido)acrylamido)acrylate COCCOCC(=O)NC1CCN(CC1)C=1SC=C(N1)C(=O)NC(C(=O)NC(C(=O)OC)=C)=C